2-Methyl-N-(pyrimidin-4-yl)-6-(((1S,2S,4S)-2-(pyrrolidin-1-yl)-4-(3-(trifluoromethoxy)phenyl)-cyclohexyl)oxy)pyridine-3-sulfonamide CC1=NC(=CC=C1S(=O)(=O)NC1=NC=NC=C1)O[C@@H]1[C@H](C[C@H](CC1)C1=CC(=CC=C1)OC(F)(F)F)N1CCCC1